C(C1=CC=CC=C1)[C@@H]1N(C2=C(OC1)N=CC(=C2)Br)C(=O)OC(C)(C)C tert-butyl (S)-2-benzyl-7-bromo-2,3-dihydro-1H-pyrido[2,3-b][1,4]oxazine-1-carboxylate